CC1=C(C=C(C=C1)O)[N+](=O)[O-] 4-methyl-3-nitrophenol